Methyl O-[3-methyl-4-(methylthio)phenyl] N-(3-carboxypropyl)phosphoramidothioate C(=O)(O)CCCNP(OC)(OC1=CC(=C(C=C1)SC)C)=S